(E)-1-(2-(aminomethyl)-3-fluoroallyl)-N-(tert-butyl)-1H-pyrazole-3-carboxamide NC/C(/CN1N=C(C=C1)C(=O)NC(C)(C)C)=C\F